IC1=NN(C2=CN=C(C=C21)C=2C=NC(=NC2)C)CC(=O)OC(C)(C)C tert-Butyl 2-(3-iodo-5-(2-methylpyrimidin-5-yl)-1H-pyrazolo[3,4-c]pyridin-1-yl)acetate